FC(CC[Si](OCC)(OCC)CC)(F)F trifluoropropyl-ethyl-diethoxysilane